6-(4-(2-hydroxypropan-2-yl)phenyl)quinoline-4-carboxylic acid OC(C)(C)C1=CC=C(C=C1)C=1C=C2C(=CC=NC2=CC1)C(=O)O